Benzyl (4S,5R)-4-{[(S)-1-methoxy-1-oxapropan-2-yl]carbamoyl}-2,2,5-trimethyloxazolidine-3-carboxylate COO[C@@H](C)NC(=O)[C@H]1N(C(O[C@@H]1C)(C)C)C(=O)OCC1=CC=CC=C1